2-(N-ethylanilino)ethanol C(C)N(C1=CC=CC=C1)CCO